1-(4-fluorobenzo[d]thiazol-5-yl)ethan-1-one benzoyl-prop-2-ene(dithioperoxoate) C(C1=CC=CC=C1)(=O)SSC(C=C)=O.FC1=C(C=CC2=C1N=CS2)C(C)=O